ClC=1C=C2C=3CCCCC3NC2=CC1 6-chloro-1,2,3,4-tetrahydrocarbazole